3-(1-(4-chloro-3-fluorophenyl)-N,3,3-trimethyl-2,3-dihydro-1H-pyrrolo[3,2-b]pyridine-5-carboxamido)butanoic acid ClC1=C(C=C(C=C1)N1CC(C2=NC(=CC=C21)C(=O)N(C)C(CC(=O)O)C)(C)C)F